dipentyl furan-2,5-dicarboxylate O1C(=CC=C1C(=O)OCCCCC)C(=O)OCCCCC